FC1=CC=C(C=N1)NC=1C=NC=2CCN(CC2C1)C=1C(=CC=2N(N1)C(C=CN2)=O)C 7-(3-((6-fluoropyridin-3-yl)amino)-7,8-dihydro-1,6-naphthyridin-6(5H)-yl)-8-methyl-4H-pyrimido[1,2-b]pyridazin-4-one